C(#N)C1=C(C=CC=C1C1=CC2=C(OCCO2)C=C1)NC(=O)C1=NN2C(CNCC2)=C1 N-[2-Cyano-3-(2,3-dihydro-1,4-benzodioxin-6-yl)phenyl]-4,5,6,7-tetrahydropyrazolo[1,5-a]pyrazin-2-carboxamid